ClC1=CC=C(C=C1)C1=C(CC(CC1)(C)C)CN1CCN(CC1)C1=CC=C(C(=O)NS(=O)(=O)CCCCCCCC(=O)OCC)C=C1 1-Ethyl 8-[[4-[4-[[2-(4-chlorophenyl)-5,5-dimethyl-cyclohexen-1-yl]methyl]piperazin-1-yl]benzoyl]sulfamoyl]octanoate